FC1=C(C(=CC2=CC=C(C=C12)OCCN1[C@@H](CCC1)C(F)(F)F)O)N1CC(NS1(=O)=O)=O 5-(1-fluoro-3-hydroxy-7-{2-[(2S)-2-(trifluoromethyl)pyrrolidin-1-yl]ethoxy}naphthalen-2-yl)-1λ6,2,5-thiadiazolidine-1,1,3-trione